FC(CNC(N(C1=NC=C(N=C1)C=1C=NC(=NC1)OC)[C@@H]1CC[C@H](CC1)NC(OC(C)(C)C)=O)=O)F tert-butyl (trans-4-(3-(2,2-difluoroethyl)-1-(5-(2-methoxypyrimidin-5-yl)pyrazin-2-yl)ureido)cyclohexyl)carbamate